N1C=CC2=C(C=CC=C12)CNS(=O)(=O)C1=CC(=CC=C1)[N+](=O)[O-] N-(1H-indol-4-ylmethyl)-3-nitrobenzenesulfonamide